C(CCC)C1=NC=2C(=C(N=NC2N)SC(C)C)N1CC1=CC=C(C=C1)OC 2-butyl-7-(isopropylsulfanyl)-1-(4-methoxybenzyl)-1H-imidazo[4,5-d]pyridazin-4-amine